C(C)(C)(C)OC(=O)N1CC2COC3=C(C(N2CC1)=O)C(=NC=C3Cl)F 4-chloro-1-fluoro-12-oxo-6a,7,9,10-tetrahydro-12H-pyrazino[2,1-c]Pyrido[3,4-f][1,4]Oxazepin-8(6H)-carboxylic acid tert-butyl ester